CSC1=C(C(C)=C(C(=C1)SC)N)N 3,5-dimethylthio-2,6-toluenediamine